2-methoxy-6-ethoxy-1,4-phenylene ether COC1=C2C(=CC(=C1)O2)OCC